BrCCCC1CCN(CC1)C 4-(bromopropyl)-1-methylpiperidine